N=1NC=C2C1N=CC=C2 2H-pyrazolo[3,4-b]Pyridine